methyl 1-amino-2-(3-((methylsulfonyl) oxy)-1-(2-nitrophenyl) propyl)-4-(4-phenoxyphenyl)-1H-imidazole-5-carboxylate NN1C(=NC(=C1C(=O)OC)C1=CC=C(C=C1)OC1=CC=CC=C1)C(CCOS(=O)(=O)C)C1=C(C=CC=C1)[N+](=O)[O-]